CC1(NC(CC(C1)OC(C1=CC=C(C(=O)OC2CC(NC(C2)(C)C)(C)C)C=C1)=O)(C)C)C bis(2,2,6,6-tetramethyL-4-piperidyl)terephthalate